racemic-(3S,4S)-4-(6-methoxypyridin-2-yl)pyrrolidine-3-carbonitrile COC1=CC=CC(=N1)[C@H]1[C@@H](CNC1)C#N |r|